8-(2,5-Bis(trifluoromethyl)phenyl)-9-(4-((1-(3-fluoropropyl)azetidin-3-yliden)methyl)phenyl)-6,7-dihydro-5H-benzo[7]annulen FC(C1=C(C=C(C=C1)C(F)(F)F)C=1CCCC2=C(C1C1=CC=C(C=C1)C=C1CN(C1)CCCF)C=CC=C2)(F)F